ClC1=NC(=NC(=N1)C1=CC=CC=2OC3=C(C21)C=CC=2C=CC=CC23)C2=CC=CC3=CC=CC=C23 2-chloro-4-benzo[b]naphtho[2,1-d]furan-7-yl-6-(1-naphthyl)-1,3,5-triazine